CC1C2C(C(C(C1)=C)C2)(C)C 2,6,6-trimethyl-4-methylenebicyclo[3.1.1]heptane